[Pd].O=S oxysulfide palladium